C1(CC2C(CC1)O2)COC(CCCCC(=O)OCC2CC1C(CC2)O1)=O di(3,4-epoxycyclohexylmethyl)hexanedioate